Iron-cobalt-chromium-tungsten [W].[Cr].[Co].[Fe]